ClC1=NC=C(C(=C1)C1=C(C=NC(=C1)C)C(=O)NC=1SC2=C(N1)C=CC(=C2)N2S(CCC2)(=O)=O)OC 2'-chloro-N-[6-(1,1-dioxo-1λ6,2-thiazolidin-2-yl)-1,3-benzothiazol-2-yl]-5'-methoxy-6-methyl-[4,4'-bipyridine]-3-carboxamide